N1=CC=C(C=C1)C=1N=C(C2=C(N1)C=NC=C2)N2CCC1(CCN(C1)[C@@H]1[C@@H](CC1)O)CC2 cis-2-(8-(2-(pyridin-4-yl)pyrido[3,4-d]pyrimidin-4-yl)-2,8-diazaspiro[4.5]decan-2-yl)cyclobutanol